C(C)C1=C(C(=CC(=C1)C)CC)C(C(=O)N)C(=O)N 2,6-diethyl-4-methylphenylmalonamide